ClC=1C=C(C=CC1N1N=CC=C1)NC(=O)C=1C=NN(C1C(F)(F)F)C=1C=CC=C2C=CN=CC12 N-(3-chloro-4-(1H-pyrazol-1-yl)phenyl)-1-(isoquinolin-8-yl)-5-(trifluoromethyl)-1H-pyrazole-4-carboxamide